2,4-bis((2-butyloctyl)oxy)-6-chloro-1,3,5-triazine C(CCC)C(COC1=NC(=NC(=N1)OCC(CCCCCC)CCCC)Cl)CCCCCC